(R)-1-(bis(4-fluorophenyl)methyl)piperazine FC1=CC=C(C=C1)C(N1CCNCC1)C1=CC=C(C=C1)F